tert-butyl (2S,6R)-4-[8-[(7-methoxy-2-methyl-indazol-5-yl)carbamoyl]pyrido[3,4-b]pyrazin-5-yl]-2,6-dimethyl-piperazine-1-carboxylate COC1=CC(=CC2=CN(N=C12)C)NC(=O)C1=CN=C(C2=NC=CN=C21)N2C[C@@H](N([C@@H](C2)C)C(=O)OC(C)(C)C)C